FC(OCCOC1=NC=CC(=N1)C12CC(C1)(C2)N)(F)F 3-{2-[2-(trifluoromethoxy)ethoxy]pyrimidin-4-yl}bicyclo[1.1.1]pentan-1-amine